5-((E)-3-((1R,2S)-3-fluoro-1-hydroxy-1-(4-(methylsulfonyl)phenyl)propan-2-ylamino)-3-oxoprop-1-enyl)-2-hydroxybenzamide FC[C@H]([C@@H](C1=CC=C(C=C1)S(=O)(=O)C)O)NC(/C=C/C=1C=CC(=C(C(=O)N)C1)O)=O